C(C)(C)(C)CC(CCC(C)(OOC(C)(C)C)C)(OOC(C)(C)C)C t-butyl-2,5-dimethyl-2,5-bis(t-butyl-peroxy)hexane